N-(5-chlorothiazolo[5,4-d]pyrimidin-2-yl)-3-(2-methoxyphenyl)pyridine-4-carboxamide ClC=1N=CC2=C(N1)SC(=N2)NC(=O)C2=C(C=NC=C2)C2=C(C=CC=C2)OC